2-amino-3-methoxy-adenosine NC1=NC(C=2N=CN([C@H]3[C@H](O)[C@H](O)[C@@H](CO)O3)C2N1OC)=N